C(C1CO1)OCC(COCC1CO1)(CC)CCCC 2-butyl-2-ethyl-1,3-propylene glycol diglycidyl ether